C1=C(C=CC2=CC=CC=C12)C1=NC(=NC(=N1)C1=CC=CC=C1)C1=C(C=CC=C1)C1=CC=C2C=3C=CC(=CC3C3(C2=C1)CCCCC3)C#N 7'-(2-(4-(naphthalen-2-yl)-6-phenyl-1,3,5-triazin-2-yl)phenyl)spiro[cyclohexane-1,9'-fluorene]-2'-carbonitrile